1,2,3,5,5-pentaethyl-1,3-cyclohexadiene C(C)C1=C(C(=CC(C1)(CC)CC)CC)CC